(1-(2-(1H-indol-3-yl)-2-methylpropyl)-1H-1,2,3-triazol-4-yl)(phenyl)methanol N1C=C(C2=CC=CC=C12)C(CN1N=NC(=C1)C(O)C1=CC=CC=C1)(C)C